7-[2-(4-methylpiperazin-1-yl)ethoxy]Quinolin-6-ol CN1CCN(CC1)CCOC1=C(C=C2C=CC=NC2=C1)O